1-[2-amino-6-(3,5-dimethoxy-phenyl)-pyrido[2,3-d]pyrimidin-7-yl]-3-tert-butyl-urea NC=1N=CC2=C(N1)N=C(C(=C2)C2=CC(=CC(=C2)OC)OC)NC(=O)NC(C)(C)C